4-fluoro-1-methyl-1H-benzo[d]imidazole-6-carboxamide FC1=CC(=CC=2N(C=NC21)C)C(=O)N